N-(4-((2,2-Difluorobenzo[d][1,3]dioxol-5-yl)carbamoyl)-6-methoxypyridin-3-yl)-2-((1R,3s,5S)-3-hydroxy-8-azabicyclo[3.2.1]octan-8-yl)-6-methoxybenzo[d]thiazole-7-carboxamide FC1(OC2=C(O1)C=CC(=C2)NC(=O)C2=C(C=NC(=C2)OC)NC(=O)C2=C(C=CC=1N=C(SC12)N1[C@H]2CC(C[C@@H]1CC2)O)OC)F